Cl.N[C@@H](C[C@H]1C(NCCC1)=O)C(CO)=O (S)-3-((S)-2-amino-4-hydroxy-3-oxobutyl)piperidin-2-one hydrochloride